5-(4-(Hexyloxy)-1,2,5-thiadiazol-3-yl)-1-(((hydroxy(((isopropoxycarbonyl)oxy)methoxy)phosphoryl)oxy)methyl)-1-methyl-1,2,3,6-tetrahydropyridin-1-ium iodide [I-].C(CCCCC)OC=1C(=NSN1)C1=CCC[N+](C1)(C)COP(=O)(OCOC(=O)OC(C)C)O